Cyclopropyl-2-ethyl-spiro[6,7-dihydrothieno[3,2-c]pyran-4,4'-piperidine] C1(CC1)N1CCC2(CC1)OCCC1=C2C=C(S1)CC